(S)-N-(4-(3-(3,6-dihydro-2H-pyran-4-yl)phenyl)thiazol-2-yl)-1-(1,1-dioxido-2,3-dihydro-5H-benzo[e][1,4]oxathiepine-8-carbonyl)pyrrolidine-2-carboxamide O1CCC(=CC1)C=1C=C(C=CC1)C=1N=C(SC1)NC(=O)[C@H]1N(CCC1)C(=O)C=1C=CC2=C(S(CCOC2)(=O)=O)C1